BrC=1C(=NN(C1C)C)C(=O)O 4-bromo-1,5-dimethyl-1H-pyrazole-3-carboxylic acid